NC(C(=O)OCC)CCCC Ethyl aminocaproate